C(#N)C=1C=C(C=NC1)B(O)O 5-CYANO-3-PYRIDINYL-BORONIC ACID